C(C)ON(C1=CC=C(C(=O)OCC)C=C1)OCC ethyl N,N-diethoxy-p-aminobenzoate